BrC=1C(=NC=CC1)C(=O)[O-] bromo-picolinate